ethyl (6-(tetrahydro-2H-pyran-3-yl)thiazolo[4,5-b]pyrazin-2-yl)carbamate O1CC(CCC1)C=1N=C2C(=NC1)N=C(S2)NC(OCC)=O